diethyl-N,N'-dimethyl-ethane-1,2-diamine C(C)C(C(NC)CC)NC